C(C)OC(=O)C=1C=NC2=CC(=CC(=C2C1Cl)F)Br 7-Bromo-4-chloro-5-fluoroquinoline-3-carboxylic acid ethyl ester